(R)-4-(4-(6-(((1R,3S,5S)-6,6-difluoro-8-azabicyclo[3.2.1]octan-3-yl)(methyl)amino)pyridazin-3-yl)-2-fluoro-5-hydroxyphenyl)-1-methylpiperidin-2-one FC1([C@@H]2C[C@H](C[C@H](C1)N2)N(C2=CC=C(N=N2)C2=CC(=C(C=C2O)[C@H]2CC(N(CC2)C)=O)F)C)F